ClC1=C2C=C(NC2=C(C(=C1)C1=CCCN(C1)C(CCN1N=CC=C1)=O)F)C(=O)O 4-chloro-7-fluoro-6-[1-(3-pyrazol-1-ylpropanoyl)-3,6-dihydro-2H-pyridin-5-yl]-1H-indole-2-carboxylic acid